ClC1=CC=C2C(=C1)NC(C21N(C(C=2N=C(N(C21)C(C)C)C2=C(C=C(C=C2)OC)OC)=O)C2=C(C=CC(=C2)Cl)F)=O 6-chloro-5'-(5-chloro-2-fluorophenyl)-2'-(2,4-dimethoxyphenyl)-3'-isopropyl-3'H-spiro[indoline-3,4'-pyrrolo[3,4-d]imidazole]-2,6'(5'H)-dione